COCCCN(C(=O)[C@@H]1CN(CC[C@H]1NC(=O)C1=NOC(=C1)C1=C(C=C(C=C1)F)F)C1CCCCC1)C (3R,4R)-1-cyclohexyl-4-{[5-(2,4-difluoro-phenyl)-isoxazole-3-carbonyl]-amino}-piperidine-3-carboxylic acid (3-methoxy-propyl)-methyl-amide